FC(C(=O)O)(F)F.FC1=C(C=CC(=C1)F)S(=O)(=O)NC=1C(=NC=C(C1)C1=CC=C2C=CN=C(C2=C1)N1CCNCC1)OC 2,4-difluoro-N-(2-methoxy-5-(1-(piperazine-1-yl)isoquinoline-7-yl)pyridine-3-yl)benzenesulfonamide trifluoroacetate